4-(2-((R)-1-(2-(2-isopropylthiazol-4-yl)propan-2-yl)-3-((R or S)-tetrahydrofuran-2-yl)pyrrolidin-3-yl)ethyl)benzonitrile C(C)(C)C=1SC=C(N1)C(C)(C)N1C[C@@](CC1)([C@@H]1OCCC1)CCC1=CC=C(C#N)C=C1 |o1:16|